C(C)(C)(C)OC(=O)N1CCN(CC1)CCCOC1=C(C=CC(=C1)OC)C=1C=C2C(=CC=NC2=CC1)C(=O)O 6-(2-(3-(4-(tert-butoxycarbonyl)piperazin-1-yl)propoxy)-4-methoxyphenyl)quinoline-4-carboxylic acid